C(#N)C1=NC=CC(=N1)C1(CCCCC1)NC(NC1=CC=C(C=C1)C1=CC=C(C=C1)C(=O)N(C)C)=O 4'-(3-(1-(2-cyanopyrimidin-4-yl)cyclohexyl)ureido)-N,N-dimethyl-[1,1'-biphenyl]-4-carboxamide